(3S)-1-[3-[2-(8-chloro-4-oxo-chromen-2-yl)-5-(trifluoromethyl)phenoxy]-2-hydroxy-propyl]pyrrolidine-3-carboxylic acid methyl ester COC(=O)[C@@H]1CN(CC1)CC(COC1=C(C=CC(=C1)C(F)(F)F)C=1OC2=C(C=CC=C2C(C1)=O)Cl)O